dodecylbenzyl-triethyl-ammonium chloride [Cl-].C(CCCCCCCCCCC)CC[N+](CC)(CC)CC1=CC=CC=C1